CC/C=C\\C/C=C\\C[C@H](/C=C/C=C\\C/C=C\\C/C=C\\CCC(=O)[O-])O The molecule is a 14-HDoHE(1-) that is the conjugate base of (14R)-HDoHE, obtained by deprotonation of the carboxy group; major species at pH 7.3. It is a conjugate base of a (14R)-HDoHE. It is an enantiomer of a (14S)-HDoHE(1-).